BrC=1C(=C(C(=O)OC)C=C(C1)Cl)OC methyl 3-bromo-5-chloro-2-methoxybenzoate